C1(CCCC1)C1=CC(=NN1)NC1=C(N=NC2=CC=CC=C12)C#N 4-((5-cyclopentyl-1H-pyrazol-3-yl)amino)cinnoline-3-carbonitrile